ClCC=1N=C2N(C=CC(=C2)C#N)C1 2-(chloromethyl)imidazo[1,2-a]pyridine-7-carbonitrile